FC(C=1N=C(C2=C(N1)C=CC=N2)NC=2C(=C(C=CC2)C2=C(C(=CC=C2)NC(=O)C2=NN1C([C@@H](CCC1)N1CCC(CC1)O)=C2)C)C)F (R)-N-(3'-((2-(difluoromethyl)pyrido[3,2-d]pyrimidin-4-yl)amino)-2,2'-dimethyl-[1,1'-biphenyl]-3-yl)-4-(4-hydroxypiperidin-1-yl)-4,5,6,7-tetrahydropyrazolo[1,5-a]pyridine-2-carboxamide